C(=O)([O-])C(O)C(O)C(=O)[O-] racemic-tartrate